1-(2-hydroxy-4-methoxy-6-methyl-phenyl)ethanone OC1=C(C(=CC(=C1)OC)C)C(C)=O